FC=1C=C2CN(CC2=CC1)C1=NC2=C(C=C(C=C2C(N1C)=O)C)[C@@H](C)NC=1C(=NC=CC1)C(=O)NS(=O)(=O)C (R)-3-((1-(2-(5-fluoroisoindolin-2-yl)-3,6-dimethyl-4-oxo-3,4-dihydroquinazolin-8-yl)ethyl)amino)-N-(methylsulfonyl)picolinamide